ClC1=C2C=C(C(=NC2=C(C=C1)Cl)C1=CC=C(C=C1)O)OCCOC1CC(C1)C(=O)O 3-[2-[[5,8-dichloro-2-(4-hydroxyphenyl)-3-quinolinyl]oxy]ethoxy]cyclobutanecarboxylic acid